CN(CCOCCOC1=CC=C(C=C1)C(C)(CC(C)(C)C)C)C N,N-dimethyl-2-(2-(4-(2,4,4-trimethylpentane-2-yl)phenoxy)ethoxy)ethane-1-amine